5-phenyl-2-((3-(trifluoromethyl)benzyl)sulfonyl)oxazole C1(=CC=CC=C1)C1=CN=C(O1)S(=O)(=O)CC1=CC(=CC=C1)C(F)(F)F